P([O-])([O-])N cis-phosphoramidite